ClC=1C=C(C=CC1Cl)C=1NC(C=2N(C1)N=C(C2C(F)(F)F)C(=O)OCC)=O ethyl 6-(3,4-dichlorophenyl)-4-oxo-3-(trifluoromethyl)-4,5-dihydropyrazolo[1,5-a]-pyrazine-2-carboxylate